NC=1NC(C=C(N1)N)=O 2,4-diamino-1H-pyrimidin-6-one